2-(4-cyano-3-methylphenyl)-2H-tetrazole-5-carboxylic acid ethyl ester C(C)OC(=O)C=1N=NN(N1)C1=CC(=C(C=C1)C#N)C